BrC=1C=C(N(CC(F)F)C2=NC(N(C3=CC=CC(=C23)F)C([2H])([2H])[2H])=O)C=C(C1)F 4-[3-bromo-N-(2,2-difluoroethyl)-5-fluoro-anilino]-5-fluoro-1-(trideuteriomethyl)quinazolin-2-one